N=1C=NN2C1C=CC(=C2)C2=CNC=1N=C(N=CC12)NCC1(CC1)C(F)(F)F 5-([1,2,4]triazolo[1,5-a]pyridin-6-yl)-N-((1-(trifluoromethyl)cyclopropyl)methyl)-7H-pyrrolo[2,3-d]pyrimidin-2-amine